2-(5-cyanopyridin-2-yl)malonic acid dimethyl ester COC(C(C(=O)OC)C1=NC=C(C=C1)C#N)=O